C(C)(=O)N(C1=C(C=C(C=C1)C1=CC=C(C=N1)C(=O)NCC=1C=NC=CC1)C)CCC(F)(F)F 6-[4-[Acetyl(3,3,3-trifluoropropyl)amino]-3-methyl-phenyl]-N-(3-pyridylmethyl)pyridine-3-carboxamide